6-amino-4-((3-chloro-4-((2-isopropylpyridin-4-yl)oxy)phenyl)amino)-7-ethoxyquinoline-3-carbonitrile NC=1C=C2C(=C(C=NC2=CC1OCC)C#N)NC1=CC(=C(C=C1)OC1=CC(=NC=C1)C(C)C)Cl